C(C)(C)(C)OC(=O)N1N=CC(=C1)CC1=NC(=CC=C1)C(F)(F)F.C(CC1=CC=CC=C1)C1(CN(CC1)CC1=CC=C(C=C1)NC(C)=O)C1OCCC1 N-(4-((3-phenethyl-3-(tetrahydrofuran-2-yl)pyrrolidin-1-yl)methyl)phenyl)acetamide tert-Butyl-4-((6-(trifluoromethyl)pyridin-2-yl)methyl)-1H-pyrazole-1-carboxylate